N-(4-fluorophenyl)-2-(3-(quinazolin-4-ylamino)bicyclo[1.1.1]pentan-1-yl)propanamide FC1=CC=C(C=C1)NC(C(C)C12CC(C1)(C2)NC2=NC=NC1=CC=CC=C21)=O